C1(CC1)NC(=O)C=1C=C2C3(C(NC2=CC1)=O)CCC(CC3)OC3=NC=C(C=C3Cl)Cl N-cyclopropyl-cis-4-[(3,5-dichloro-2-pyridyl)oxy]-2'-oxo-spiro[cyclohexane-1,3'-indoline]-5'-carboxamide